(S)-3-((6-(2-acryloyl-2,6-diazaspiro[3.4]octan-6-yl)-5-cyano-2-((1-methylpyrrolidin-2-yl)methoxy)pyrimidin-4-yl)amino)benzamide C(C=C)(=O)N1CC2(C1)CN(CC2)C2=C(C(=NC(=N2)OC[C@H]2N(CCC2)C)NC=2C=C(C(=O)N)C=CC2)C#N